N-methyl-3-[(2R,5S)-5-methyl-2-piperidyl]piperidine-1-carboxamide CNC(=O)N1CC(CCC1)[C@@H]1NC[C@H](CC1)C